CN1C[C@H](CC1=O)OC(=O)N1CCN(CC1)C1=NC=2N(C=C1)N=C(C2C=2C(=NC=CC2)OC2CC2)C [(3S)-1-methyl-5-oxo-pyrrolidin-3-yl]-4-[3-[2-(cyclopropoxy)-3-pyridyl]-2-methyl-pyrazolo[1,5-a]pyrimidin-5-yl]piperazine-1-carboxylate